tert-butyl (R,E)-2-(2-sulfamoylvinyl)pyrrolidine-1-carboxylate S(N)(=O)(=O)/C=C/[C@@H]1N(CCC1)C(=O)OC(C)(C)C